COCCN1C=NC(=C1)C=1C=CC=2N(C1)N=CC2 6-(1-(2-methoxyethyl)-1H-imidazol-4-yl)pyrazolo[1,5-a]pyridine